5-chloro-2-(difluoromethyl)-N-((1r,4r)-4-((2-oxo-3-(quinoxalin-6-yl)-2,3-dihydro-1H-benzo[d]imidazol-1-yl)methyl)cyclohexyl)nicotinamide helium oxygen [O].[He].ClC=1C=NC(=C(C(=O)NC2CCC(CC2)CN2C(N(C3=C2C=CC=C3)C=3C=C2N=CC=NC2=CC3)=O)C1)C(F)F